OCCC[S+](S(=O)(=O)CCCCCCCCCCCCCCCC)CCC(CC)O 5-[S-3-hydroxypropyl-S-hexadecylsulfonyl-(sulfonio)]-3-hydroxypentane